CN(CC=CC(=O)N1CC2(C1)CN(CC2)C(=O)C=2SC(=CC2)C)C 4-(dimethylamino)-1-(6-(5-methylthiophene-2-carbonyl)-2,6-diazaspiro[3.4]octan-2-yl)but-2-en-1-one